hexyl-3-aminopropyl-imidazole tetrafluoroborate F[B-](F)(F)F.C(CCCCC)C=1N=C(NC1)CCCN